5-tert-butyl-4-ethyl-3-methyl-6,7-dihydro-3H-imidazo[4,5-C]pyridine C(C)(C)(C)N1C(=C2C(CC1)=NCN2C)CC